C(C)(C)C1=C(NC2=CC=C(C=C12)C1=CC(=NC=C1)N1CCN(CC1)C(C)C)C1=CC(=NC=C1)C 3-isopropyl-5-(2-(4-isopropylpiperazin-1-yl)pyridin-4-yl)-2-(2-methylpyridin-4-yl)-1H-indole